CC1NC(CC(C1)(O)C1=CC=C(C=C1)C(F)(F)F)C=1N=NNC1 2-Methyl-6-(1H-triazol-4-yl)-4-[4-(trifluoromethyl)phenyl]piperidin-4-ol